4-chloro-1-(((3R,4S)-3-fluoro-1-isobutyrylpiperidin-4-yl)methyl)-N-(3-methyl-5-(phenylethynyl)pyridin-2-yl)-1H-pyrazole-5-carboxamide ClC=1C=NN(C1C(=O)NC1=NC=C(C=C1C)C#CC1=CC=CC=C1)C[C@H]1[C@H](CN(CC1)C(C(C)C)=O)F